[K].COC(C(C(=O)OC)C1=NC=C(C=C1Cl)C(F)(F)F)=O 2-[3-chloro-5-(trifluoromethyl)pyridyl]malonic acid dimethyl ester potassium salt